(2-(N-(t-Butoxycarbonyl)acetamido)-4-nitrophenyl)(2-(dimethylamino)ethyl)carbamic acid tert-butyl ester C(C)(C)(C)OC(N(CCN(C)C)C1=C(C=C(C=C1)[N+](=O)[O-])N(C(C)=O)C(=O)OC(C)(C)C)=O